4-(dimethylamino)benzylaminoacetic acid CN(C1=CC=C(CNCC(=O)O)C=C1)C